1,5-bis(4-hydroxyphenyl-thio)-5-oxapentane OC1=CC=C(C=C1)SCCCCOSC1=CC=C(C=C1)O